4-(phenylcarbamoyl)phenylboronic acid C1(=CC=CC=C1)NC(=O)C1=CC=C(C=C1)B(O)O